methyl (E)-2-(((benzyloxy)carbonyl)amino)-3-(2-oxo-1-phenethylpyrrolidin-3-yl)acrylate C(C1=CC=CC=C1)OC(=O)N\C(\C(=O)OC)=C\C1C(N(CC1)CCC1=CC=CC=C1)=O